2-(6-chloro-4-(2,7-diazaspiro[3.5]nonan-7-yl)pyrido[2,3-d]pyrimidin-7-yl)-3-fluorophenol ClC1=CC2=C(N=CN=C2N2CCC3(CNC3)CC2)N=C1C1=C(C=CC=C1F)O